C(C)(C)(C)OC(=O)N1CC(C1)C(=O)O 1-(tert-butoxycarbonyl)azetidin-3-carboxylic acid